Ferric chloride sulfate S(=O)(=O)(O)O.[Fe](Cl)(Cl)Cl